C(=O)(O)C=1C=C(C=CC1)C=1C=NC=C(C1)C1=CC(=CC=C1)C(=O)O 3,5-di(3-carboxyphenyl)pyridine